4-Hydroxy-4-methylcyclohexane-1-one OC1(CCC(CC1)=O)C